tert-Butyl 3-(3-methylbut-3-en-1-yn-1-yl)-3-((trimethylsilyl)oxy)pyrrolidine-1-carboxylate CC(C#CC1(CN(CC1)C(=O)OC(C)(C)C)O[Si](C)(C)C)=C